N-(5-(2-cyclopropyl-2H-tetrazol-5-yl)-2-methylphenyl)-5-(1-((2S,3R)-3-hydroxybutan-2-yl)-5-methyl-1H-pyrazol-4-yl)pyrazolo[1,5-a]pyridine-3-carboxamide C1(CC1)N1N=C(N=N1)C=1C=CC(=C(C1)NC(=O)C=1C=NN2C1C=C(C=C2)C=2C=NN(C2C)[C@@H](C)[C@@H](C)O)C